tert-butyl 3-(5-(3-((cyclopropylmethylamino)(phenyl)methyl)phenylcarbamoyl)-3-(trifluoromethyl)-1H-pyrazol-1-yl)benzylcarbamate C1(CC1)CNC(C=1C=C(C=CC1)NC(=O)C1=CC(=NN1C=1C=C(CNC(OC(C)(C)C)=O)C=CC1)C(F)(F)F)C1=CC=CC=C1